6-chloro-N-(4-fluorophenyl)-2-(2-pyridyl)-5-(trifluoromethyl)-4-pyrimidylamine ClC1=C(C(=NC(=N1)C1=NC=CC=C1)NC1=CC=C(C=C1)F)C(F)(F)F